((L-Valyl)oxy)methyl 3-((4-carbamoyl-2,6-difluorophenoxy)methyl)-4-chlorobenzo[b]thiophene-2-carboxylate trifluoroacetate salt FC(C(=O)O)(F)F.C(N)(=O)C1=CC(=C(OCC=2C3=C(SC2C(=O)OCOC([C@@H](N)C(C)C)=O)C=CC=C3Cl)C(=C1)F)F